Methyl Acrylate Isooctyl-Methacrylate C(CCCCC(C)C)OC(C(=C)C)=O.C(C=C)(=O)OC